FC1=NC(=CC=C1N1CCN(CC1)CC1=CC=2NC(N(C(C2S1)=O)C)=O)C=1NC=CN1 6-((4-(2-fluoro-6-(1H-imidazol-2-yl)pyridin-3-yl)piperazin-1-yl)methyl)-3-methylthieno[3,2-d]pyrimidine-2,4(1H,3H)-dione